FC=1C=C2CC(COC2=CC1)NC(=O)C=1N=C2N(CC(CC2)C(F)(F)F)C1 N-(6-fluorochroman-3-yl)-6-(trifluoromethyl)-5,6,7,8-tetrahydroimidazo[1,2-a]pyridine-2-carboxamide